C1(=CC=CC=C1)C=1C=C(C2=CC=CC=C2C1)N1[13C](=CC2=CC=CC=C12)C=1C=NC=CC1 N-(3-phenylnaphthyl)-2-(3-pyridyl)-indole-13C